14-methyl-hexadecanoic acid CC(CCCCCCCCCCCCC(=O)O)CC